OC=1C=CC=C2CCC(C12)=O 7-hydroxy-1-indanone